3-Ethyl-5-(4-ethylpiperazin-1-yl)-2,3-dihydro-1,4-benzodioxine C(C)C1OC2=C(OC1)C=CC=C2N2CCN(CC2)CC